N1=C(N=CC=C1)OC1=C(C(=O)[O-])C=CC=C1 Pyrimidinyloxybenzoat